7-(1-(2-Fluoro-6-methylphenyl)piperidin-4-yl)-5-((3-methoxypyrazin-2-yl)methyl)-8-methyl-pyrido[2,3-b]pyrazin-6(5H)-one FC1=C(C(=CC=C1)C)N1CCC(CC1)C1=C(C=2C(=NC=CN2)N(C1=O)CC1=NC=CN=C1OC)C